6-(2-(3'-chloro-[1,1'-biphenyl]-3-yl)acetyl)-2-(1-(4-phenylthiophen-2-yl)cyclopropyl)-3,5,6,7,8,9-hexahydro-4H-pyrimido[5,4-c]azepin-4-one ClC=1C=C(C=CC1)C1=CC(=CC=C1)CC(=O)N1CC2=C(CCC1)N=C(NC2=O)C2(CC2)C=2SC=C(C2)C2=CC=CC=C2